(S)-3-cyclopropyl-N-(3-fluorophenyl)-6-(piperidin-3-yloxy)imidazo[1,2-b]pyridazin-8-amine C1(CC1)C1=CN=C2N1N=C(C=C2NC2=CC(=CC=C2)F)O[C@@H]2CNCCC2